acryloxy(2-hydroxypropyl)ammonium chloride [Cl-].C(C=C)(=O)O[NH2+]CC(C)O